C(C)OC(CCCCCC(=O)OCC)=O.BrC=1C=C(C(=NC1)NC(C=C)=O)F N-(5-bromo-3-fluoropyridin-2-yl)acrylamide diethyl-pimelate